[Ca+2].N[C@@H](C(C)C)C(=O)[O-].N[C@@H](C(C)C)C(=O)[O-] valine, calcium salt